(2S)-2-((E)-3-(2-Chloro-4-cyanophenyl)acrylamido)-N-(4-(cyclopropylamino)-3,4-dioxo-1-((S)-2-oxopyrrolidin-3-yl)butan-2-yl)-4,4-dimethylpentanamid ClC1=C(C=CC(=C1)C#N)/C=C/C(=O)N[C@H](C(=O)NC(C[C@H]1C(NCC1)=O)C(C(=O)NC1CC1)=O)CC(C)(C)C